C(CCCCCCC\C=C/CCCCCCCC)(=O)[O-].[Na+] sodium (9Z)-9-octadecenoate